2-((4-methoxybenzyl)thio)-[1,2,4]triazolo[1,5-a]pyridine COC1=CC=C(CSC2=NN3C(C=CC=C3)=N2)C=C1